CN1C=NC2=CC=C(C(=C2C1=O)C)OC=1C(=C(C=CC1)NS(=O)(=O)CCC)F N-(3-((3,5-dimethyl-4-oxo-3,4-dihydro-quinazolin-6-yl)oxy)-2-fluorophenyl)propane-1-sulfonamide